C(OC(C)(C)CC)(OCC(CCCC)CC)=O tert-amyl (2-ethylhexyl) carbonate